ClC=1C=C(C=CC1)[C@@H]1C[C@H](C1)NC(OC(C)(C)C)=O trans-tert-butyl N-[3-(3-chlorophenyl)cyclobutyl]carbamate